tert-butyl 5-bromo-3-((2-(2-ethoxy-2-oxoethyl)phenoxy)methyl)-7-((ethoxycarbonyl)amino)benzofuran-2-carboxylate BrC=1C=C(C2=C(C(=C(O2)C(=O)OC(C)(C)C)COC2=C(C=CC=C2)CC(=O)OCC)C1)NC(=O)OCC